2-(4-benzoyl-3-hydroxyphenoxy)ethyl-2-(2'-hydroxy-3'-allyl-5'-methylphenyl)-2H-benzotriazole C(C1=CC=CC=C1)(=O)C1=C(C=C(OCCC2=CC=CC3=NN(N=C32)C3=C(C(=CC(=C3)C)CC=C)O)C=C1)O